C(CCCCCCC)(=O)OC(CN(N(C)C)CC(CCCCCCCC)OC(CCCCCCC)=O)CCCCCCCC (2,2-dimethylhydrazine-1,1-diyl)bis(decane-1,2-diyl) dioctanoate